ClC1=CC=NC2=CC(=CC=C12)C1=CC(=C(C(=O)N2CC3C(C2)CN(C3)C(=O)OC(C)(C)C)C=C1)F tert-butyl 5-(4-(4-chloroquinolin-7-yl)-2-fluorobenzoyl)hexahydropyrrolo[3,4-c]pyrrole-2(1H)-carboxylate